NCC=1C=C(C=CC1)C=1C=C(C2=C(C(=CO2)COC2=C(C=CC=C2)CC(=O)OCC)C1)C#CC1CC1 ethyl 2-(2-((5-(3-(aminomethyl)phenyl)-7-(cyclopropylethynyl)benzofuran-3-yl)methoxy)phenyl)acetate